C(#N)CCS=C1NC(N([C@H]2C[C@H](O)[C@@H](CO)O2)C=C1)=O S4-(2-cyanoethyl)-4-thio-2'-deoxyuridine